3,4-diamino-N,N-dimethylbenzene-1-sulfonamide NC=1C=C(C=CC1N)S(=O)(=O)N(C)C